FC1=C2C=CN(C2=C(C=C1)[N+](=O)[O-])S(=O)(=O)C1=CC=CC=C1 4-fluoro-7-nitro-1-(phenylsulfonyl)-1H-indole